C(CCCCCCC)(=O)OC=C vinyl caprylate